OC=1C(=C(C(=CC1)C)NC(=O)C1=CN=C(S1)NC1=CC=CC(=N1)CC(=O)O)C 2-[6-[[5-[(3-hydroxy-2,6-dimethyl-phenyl)carbamoyl]thiazol-2-yl]amino]-2-pyridyl]acetic acid